C1N(CC12CCNC2)C(=O)OC(C)(C)C tert-butyl 2,7-diazaspiro[3.4]octane-2-carboxylate